2-[[(4-fluorophenyl)sulfonyl]amino]-N-[4-(4-methoxy-3-methylphenyl)-2-thiazolyl]-benzamide FC1=CC=C(C=C1)S(=O)(=O)NC1=C(C(=O)NC=2SC=C(N2)C2=CC(=C(C=C2)OC)C)C=CC=C1